(2-(6-methyl-4-(3-(trifluoromethyl)benzyl)pyridin-2-yl)morpholino)(pyridin-3-yl)methanone CC1=CC(=CC(=N1)C1OCCN(C1)C(=O)C=1C=NC=CC1)CC1=CC(=CC=C1)C(F)(F)F